2-(2-chlorophenyl)-N-(5-((5-chloropyridin-2-yl)methoxy)-1,3,4-thiadiazol-2-yl)nicotinamide ClC1=C(C=CC=C1)C1=C(C(=O)NC=2SC(=NN2)OCC2=NC=C(C=C2)Cl)C=CC=N1